OCC=1N=C2N(C=C(N=C2C=2OC(=CC2)C)NC(=O)C2CC2)C1 N-[2-(hydroxymethyl)-8-(5-methylfuran-2-yl)imidazo[1,2-a]pyrazin-6-yl]cyclopropanecarboxamide